1-hexadecyl-3-(3-(3-propylureido)propyl)imidazole bromine salt [Br].C(CCCCCCCCCCCCCCC)N1CN(C=C1)CCCNC(=O)NCCC